FC1=CC(=C(C=C1C1=NC(=CN=C1)N1CCOCC1)NC(=O)C1=CNC(C=C1C(F)(F)F)=O)N1C[C@H](N([C@H](C1)C)C)C N-[4-fluoro-5-(6-morpholin-4-ylpyrazin-2-yl)-2-[(3R,5S)-3,4,5-trimethylpiperazin-1-yl]phenyl]-6-oxo-4-(trifluoromethyl)-1H-pyridine-3-carboxamide